8-Bromo-2-oxo-1,2-dihydroquinoxaline-6-carboxylic acid BrC=1C=C(C=C2N=CC(NC12)=O)C(=O)O